1-((R)-1-(2-((S)-1-hydroxyethyl)imidazo[4,5-d]pyrrolo[2,3-b]pyridin-1(6H)-yl)pyrrolidin-3-yl)-3-(2,2,2-trifluoroethyl)urea O[C@@H](C)C1=NC=2C(=C3C(=NC2)NC=C3)N1N1C[C@@H](CC1)NC(=O)NCC(F)(F)F